methyl (1r,4R)-4-(3-chloroanilino)-5',6'-difluoro-2'-[(2R)-3-hydroxy-2-methylpropyl]spiro[cyclohexane-1,1'-indene]-4-carboxylate ClC=1C=C(NC2(CCC3(C(=CC4=CC(=C(C=C34)F)F)C[C@H](CO)C)CC2)C(=O)OC)C=CC1